C(C)OC(C1=C(C=CC=C1)N1C2=C(OCCC1)N=C1C(=C2)C=CN1COCC[Si](C)(C)C)=O 2-(7-((2-(trimethylsilyl)ethoxy)methyl)-2,3,4,7-tetrahydro-1H-pyrrolo[3',2':5,6]pyrido[2,3-b][1,4]oxazepin-1-yl)benzoic acid ethyl ester